2-Methyl-3-ethylpyrazine CC1=NC=CN=C1CC